N1=CC=C(C=C1)NC(=O)C1=NC(=CC=C1)N1CCN(CCC1)C1CCN(CC1)[C@H](C(F)(F)F)C N-(Pyridin-4-yl)-6-(4-{1-[(2S)-1,1,1-trifluoropropan-2-yl]piperidin-4-yl}-1,4-diazepan-1-yl)pyridine-2-carboxamide